(4S)-4-benzyl-3-[(2R,3R)-3-(3,5-dimethoxy-4-methyl-phenyl)-3-hydroxy-2-(2-phenylethoxy)propanoyl]oxazolidin-2-one C(C1=CC=CC=C1)[C@@H]1N(C(OC1)=O)C([C@@H]([C@H](O)C1=CC(=C(C(=C1)OC)C)OC)OCCC1=CC=CC=C1)=O